(1S,2'S,4R,6'S)-2'-methyl-6'-(1-methyl-1H-1,2,3-triazol-4-yl)-6-(trifluoromethyl)spiro[isochromane-1,4'-piperidin]-4-ol C[C@@H]1N[C@@H](C[C@]2(C1)OC[C@@H](C1=CC(=CC=C12)C(F)(F)F)O)C=1N=NN(C1)C